5-(2-fluorobenzenesulfonyl)-N-(4-acetamidobenzenesulfonyl)-4-piperidone FC1=C(C=CC=C1)S(=O)(=O)C1C(CCN(C1)S(=O)(=O)C1=CC=C(C=C1)NC(C)=O)=O